FC(C=1N=C(OC1C(=O)N1[C@@H](C2=C(CC1)NC=N2)C2=NN1C(C(=CC=C1)F)=C2)C2(CC2)O)F (S)-(4-(difluoromethyl)-2-(1-hydroxycyclopropyl)oxazol-5-yl)(4-(4-fluoropyrazolo[1,5-a]pyridin-2-yl)-6,7-dihydro-1H-imidazo[4,5-c]pyridin-5(4H)-yl)methanone